C12N[C@@H](C(CC1)CC2)C(=O)N2CCC(CCC2)C2=CN(C1=CN=CC=C12)C1=C(C(=O)N(C(C)C)C)C=C(C=C1)F 2-(3-{1-[(3S)-2-azabicyclo[2.2.2]octane-3-carbonyl]azepan-4-yl}-1H-pyrrolo[2,3-c]pyridin-1-yl)-5-fluoro-N-methyl-N-(propan-2-yl)benzamide